IC1=C2C(=NC(=C1)C(F)(F)F)NCC2 4-iodo-6-(trifluoromethyl)-2,3-dihydro-1H-pyrrolo[2,3-b]pyridine